FC1=CC=C2CN(C(C2=C1OC)=O)C1C(NC(CC1)=O)=O 3-(6-fluoro-7-methoxy-1-oxoisoindolin-2-yl)piperidine-2,6-dione